methyl (R)-2-(4-iodo-1H-pyrazol-1-yl)propanoate IC=1C=NN(C1)[C@@H](C(=O)OC)C